4-(4-Trifluoromethoxy-phenylamino)-thieno[2,3-d]pyrimidine-6-carboxylic acid (1-benzyl-pyrrolidin-3-yl)-amide C(C1=CC=CC=C1)N1CC(CC1)NC(=O)C1=CC2=C(N=CN=C2NC2=CC=C(C=C2)OC(F)(F)F)S1